(10Ar)-9-(hydroxymethyl)-6,6-dimethyl-3-pentyl-6a,7,8,9,10,10a-hexahydrobenzo[c]chromen-1-ol OCC1C[C@@H]2C(C(OC=3C=C(C=C(C23)O)CCCCC)(C)C)CC1